2,4-diphenyl-6-methyl-3H-1,5-benzodiazepine C1(=CC=CC=C1)C=1CC(=NC2=C(N1)C=CC=C2C)C2=CC=CC=C2